(S)-5-fluoro-4-(2-(2-methylpyrrolidin-1-yl)pyrimidin-5-yl)thiazol-2-amine FC1=C(N=C(S1)N)C=1C=NC(=NC1)N1[C@H](CCC1)C